BrC1=CC(=C(C(=N1)C)F)[Si](C)(C)C 6-Bromo-3-fluoro-2-methyl-4-(trimethylsilyl)pyridine